6-{[2-(1-methylpyrazol-4-yl)-4-pyridyl]oxy}-3-phenacyl-quinazolin-4-one CN1N=CC(=C1)C1=NC=CC(=C1)OC=1C=C2C(N(C=NC2=CC1)CC(=O)C1=CC=CC=C1)=O